6-cyclopropylimidazo[1,5-a]pyridine-5-carbaldehyde C1(CC1)C=1C=CC=2N(C1C=O)C=NC2